p-tert-Amylphenol, potassium salt [K].C(C)(C)(CC)C1=CC=C(C=C1)O